bis-3-cyclohexenylmethyl 3-cyclohexene-1,2-dicarboxylate C1(C(C=CCC1)C(=O)OCC1CC=CCC1)C(=O)OCC1CC=CCC1